FC1=CC=C(C=C1)C1=CC=2C(=NC=C(C2)C=2C=C(SC2)C=O)N1 (4-(2-(4-fluorophenyl)-1H-pyrrolo[2,3-b]pyridin-5-yl)-thiophen-2-yl)methanone